ClC=1C(=NC(=NC1C(F)F)C)NCC1=CC=C(C=C1)OC1=CC=C(C=C1)C 5-chloro-2-methyl-6-difluoromethyl-N-(4-(4-methylphenoxy)benzyl)pyrimidine-4-amine